ClC=1C=C(C=CC1)N1N=CC(=C1)[C@@H](C(=O)NC1=NNC(=C1)[C@H]1[C@@H](C1)F)C (S)-2-(1-(3-chlorophenyl)-1H-pyrazol-4-yl)-N-(5-((1S,2R)-2-fluorocyclopropyl)-1H-pyrazol-3-yl)propanamide